NC1=NC=2C=C(C(=CC2C2=C1N(N=C2)C)C(=O)N([C@@H]2COCC1=NC(=CC=C12)C(F)(F)F)C)C 4-amino-N,3,7-trimethyl-N-((5S)-2-(trifluoromethyl)-5,8-dihydro-6H-pyrano[3,4-b]pyridin-5-yl)-3H-pyrazolo[3,4-c]quinoline-8-carboxamide